(S)-N-(4-chlorobenzyl)-N-(4,4-difluorocyclohexyl)pyrrolidine-2-carboxamide ClC1=CC=C(CN(C(=O)[C@H]2NCCC2)C2CCC(CC2)(F)F)C=C1